FC=1C(=CC(=C2C=C(NC12)C(=O)OC)C=1C=NC=CC1OC)C=1CN(CCC1)C(CCC=1SC=CN1)=O methyl 7-fluoro-4-(4-methoxypyridin-3-yl)-6-(1-(3-(thiazol-2-yl) propanoyl)-1,2,5,6-tetrahydropyridin-3-yl)-1H-indole-2-carboxylate